(2R,3R,4R,5S)-2-(hydroxymethyl)-5-((5-(trifluoromethyl)-1H-pyrazol-3-yl)amino)tetrahydro-2H-pyran-3,4-diol OC[C@H]1OC[C@@H]([C@H]([C@H]1O)O)NC1=NNC(=C1)C(F)(F)F